N[C@@H](CCO)C1=CC=C(C=C1)C1=C(N=CS1)C (3S)-3-amino-3-[4-(4-methyl-1,3-thiazol-5-yl)phenyl]propan-1-ol